C1(CCCC1)N1[C@@H](C(N(C=2C=NC(=NC12)NC1=C(C=C(C=C1)C1=NC(=NO1)C(=O)N1CCN(CC1)C)OC)C)=O)CC (R)-8-cyclopentyl-7-ethyl-2-((2-methoxy-4-(3-(4-methylpiperazine-1-carbonyl)-1,2,4-oxadiazol-5-yl)phenyl)amino)-5-methyl-7,8-dihydropteridin-6(5H)-one